(R)-5-(8-Ethyl-2-(piperazin-1-yl)-7,8-dihydro-1,6-naphthyridin-6(5H)-yl)-[1,2,4]triazolo[1,5-a]pyridine-8-carbonitrile C(C)[C@@H]1CN(CC=2C=CC(=NC12)N1CCNCC1)C1=CC=C(C=2N1N=CN2)C#N